(S)-4-(6-bromo-4-((methylsulfonyl)methyl)pyridin-2-yl)-5-ethylmorpholin-3-one BrC1=CC(=CC(=N1)N1C(COC[C@@H]1CC)=O)CS(=O)(=O)C